NC1=C2C(=NC=N1)N(N=C2C2=CC=C(C=C2)OC2=CC=CC=C2)C2CCN(CC2)C(CCCCCSC2=CC(=C1C(N(C(C1=C2)=O)C2C(NC(CC2)=O)=O)=O)F)=O 6-((6-(4-(4-amino-3-(4-phenoxyphenyl)-1H-pyrazolo[3,4-d]pyrimidin-1-yl)piperidin-1-yl)-6-oxohexyl)thio)-2-(2,6-dioxopiperidin-3-yl)-4-fluoroisoindoline-1,3-dione